2-Ethyl-3-((5-(4-fluoro-5-hydroxy-2-(trifluoromethyl)phenyl)isoxazol-3-yl)methyl)-6-phenylpyrimidin-4(3H)-one C(C)C1=NC(=CC(N1CC1=NOC(=C1)C1=C(C=C(C(=C1)O)F)C(F)(F)F)=O)C1=CC=CC=C1